BrC=1C=C2CCCN(C2=CC1C(F)F)C=1C=C(C2=C(N(C(N2C)=O)C)C1)C(C)C 6-(6-bromo-7-(difluoromethyl)-3,4-dihydroquinolin-1(2H)-yl)-4-isopropyl-1,3-dimethyl-1,3-dihydro-2H-benzo[d]imidazol-2-one